ClC=1C=C2C(=NC1OC)C(=C(N2C)C2=NNC(=N2)C(COC)N(C)C)C=2C=NNC2 1-(3-(6-chloro-5-methoxy-1-methyl-3-(1H-pyrazol-4-yl)-1H-pyrrolo[3,2-b]pyridin-2-yl)-1H-1,2,4-triazol-5-yl)-2-meth-oxy-N,N-dimethylethan-1-amine